C(C)(C)(C)OC(=O)N1CCN(CCC1)C1=NC=C(C=N1)OC1=NC(=CC(=C1)C(=O)OC)Cl.ClCC1=CC=C(C=C1)C1=CC(=CC(=C1)C1=CC=C(C=C1)CCl)C1=CC=C(C=C1)CCl 1,3,5-tri[4-(chloromethyl)phenyl]benzene tert-Butyl-4-(5-((6-chloro-4-(methoxycarbonyl)pyridin-2-yl)oxy)pyrimidin-2-yl)-1,4-diazepane-1-carboxylate